C(C)(S[C@@H]1CC2=CC(CC[C@@]2([C@H]2CC[C@]3([C@H]([C@H]12)CC[C@]31OC(CC1)=O)C)C)=O)=O S-[(7R,8R,9S,10R,13S,14S,17R)-10,13-dimethyl-3,5'-dioxospiro[2,6,7,8,9,11,12,14,15,16-decahydro-1H-cyclopenta[a]phenanthrene-17,2'-oxolane]-7-yl] ethanethioate